Cl.N[C@@H]1C(N(C2=C(OC1)C=CC(=C2)C(=O)N2CCC(CC2)C(C)(C)O)C)=O (S)-3-amino-7-(4-(2-hydroxypropan-2-yl)piperidine-1-carbonyl)-5-methyl-2,3-dihydrobenzo[b][1,4]oxazepin-4(5H)-one hydrochloride